C1(CC1)S(=O)(=O)NC=1SC=C(N1)C(C)(C)NC(C1=NC=C(C=C1)C1=NC(=CN=C1)OCC)=O N-(2-(2-(cyclopropanesulfonamido)thiazol-4-yl)propan-2-yl)-5-(6-ethoxypyrazin-2-yl)picolinamide